bis(benzotriazolyl)tetramethylbutylphenol N1N=NC2=C1C=CC=C2C(CCC)(C2=C(C(=C(C(=C2C)C)C)C)O)C2=CC=CC=1NN=NC12